CC12C(CNC1)(CNC2)C (3ar,6ar)-3a,6a-dimethyloctahydropyrrolo[3,4-c]pyrrole